C(CCCCCCC\C=C/C\C=C/C\C=C/CC)(=O)OC[C@@H](OC(CCCCCCC\C=C/C\C=C/C\C=C/CC)=O)COP(=O)(O)OCCN 1,2-di-α-linolenoyl-sn-glycero-3-phosphoethanolamine